4-(1,4-diazepan-1-yl)-6,7-dimethoxyquinazoline N1(CCNCCC1)C1=NC=NC2=CC(=C(C=C12)OC)OC